CC(CC=1N=NN(C1)C=1C=C(C=CC1)NC1=CC=C(C=C1)NC(=O)C1=NC=CC=C1)C N-[4-({3-[4-(2-methylpropyl)-1H-1,2,3-triazol-1-yl]phenyl}amino)phenyl]pyridine-2-carboxamide